COC1=CC=C(C=C1)CN(C1=NC=C2C=C(C=NC2=C1)C=1C(=NC=C(C1)[N+](=O)[O-])C)C N-[(4-methoxyphenyl)methyl]-N-methyl-3-(2-methyl-5-nitro-3-pyridyl)-1,6-naphthyridin-7-amine